FC(N1N=CC2=CC(=CC=C12)C=1N=C(NC1C1=NC(=CC=C1)C)NCC1=CC(=CC=C1)F)F 4-(1-(difluoromethyl)-1H-indazol-5-yl)-N-(3-fluorobenzyl)-5-(6-methylpyridin-2-yl)-1H-imidazol-2-amine